C1(CC1)COC1=CC=C2C(NC(=NC2=C1)CSC1CCNCC1)=O 7-(cyclopropylmethoxy)-2-((piperidin-4-ylthio)methyl)quinazolin-4(3H)-one